2-hydroxy-3,5,5-trimethyl-2-cyclohexene-1-one OC=1C(CC(CC1C)(C)C)=O